FC1=CC(=C2C=CN(C2=C1)C)N1C(C2=CC(=C(C=C2C(=C1)C(=O)N1CCC(CC1)F)OCF)OCF)=O 2-(6-Fluoro-1-methyl-1H-indol-4-yl)-6,7-bis(fluoromethoxy)-4-(4-fluoropiperidine-1-carbonyl)-1,2-dihydroisoquinolin-1-one